C(CCCCCCC)[C@H]1[C@H](C1)CCCCCCCC(CCCCCCCCCCC)N 7-[(1S,2R)-2-octylcyclopropyl]heptyl-dodecan-1-amine